NC[C@H]1C([C@H](C1)NC(C)=O)(C)C N-[(1S,3R)-3-(aminomethyl)-2,2-dimethylcyclobutyl]acetamide